NC1=C2N=CN(C2=NC(=N1)OC)[C@H]1[C@@H]([C@@H]([C@@]2(C[C@H]12)CO)O)O (1R,2R,3S,4R,5S)-4-(6-Amino-2-methoxy-9H-purin-9-yl)-1-(hydroxymethyl)bicyclo[3.1.0]hexane-2,3-diol